FC1=C(C=CC=C1F)NC(=O)C1(C(N(CC1)C)=O)[Se]C1=CC=CC=C1 N-(2,3-difluorophenyl)-1-methyl-2-oxo-3-(phenylseleno)pyrrolidine-3-carboxamide